α,α,α-Trifluorotoluol FC(C1=CC=CC=C1)(F)F